CC1=C(C(C2=CC=CC=C2C1=O)=O)CCCCCCCCCC(=O)NC1=CC=C(C=C1)C1=CC(SS1)=O 10-(3-methyl-1,4-dioxo-1,4-dihydronaphthalen-2-yl)-N-[4-(3-oxo-3H-1,2-dithiol-5-yl)phenyl]decanamide